2-cyclopropylacrylamide C1(CC1)C(C(=O)N)=C